C12CN(CC(CCC1)N2)C=2OC1=C(N2)C(=CC=C1C=1SC=CN1)C(C)OC 2-(3,9-diazabicyclo[3.3.1]nonan-3-yl)-4-(1-methoxyethyl)-7-(thiazol-2-yl)benzo[d]oxazole